cesium hexafluoroarsenate F[As-](F)(F)(F)(F)F.[Cs+]